O.ClC1=CC=C(C[C@@H]2N(C[C@@H](OC2)C)C2CCN(CC2)C2=NC(=NN2)N)C=C1 5-(4-((2S,5S)-5-(4-chlorobenzyl)-2-methylmorpholino)piperidin-1-yl)-1H-1,2,4-triazol-3-amine hydrate